(S)-N-cyclopropyl-3-(4-(((R)-1-(3-(difluoromethyl)-2-fluorophenyl)ethyl)amino)quinolin-6-yl)-3-methoxypyrrolidine-1-carboxamide C1(CC1)NC(=O)N1C[C@@](CC1)(OC)C=1C=C2C(=CC=NC2=CC1)N[C@H](C)C1=C(C(=CC=C1)C(F)F)F